Azetidin-1-yl-2-cyclobutanoxy-6-tetradecylpyrimidin-5-ol N1(CCC1)C1=NC(=NC(=C1O)CCCCCCCCCCCCCC)OC1CCC1